Tert-butyl (2-oxo-1-(2,4,6-trifluorophenyl)cyclohexyl)carbamate O=C1C(CCCC1)(C1=C(C=C(C=C1F)F)F)NC(OC(C)(C)C)=O